C(C)SC1=NC=NC(=C1C(=O)NC1=CC=CC=C1)C 4-(ethylthio)-6-methyl-N-phenylpyrimidine-5-formamide